FC1=C(C=CC=C1)NCC=1N=C(N(C1)C=1C=CC=2N(C1)C(=CN2)C#N)C2=NC(=CC=C2)C 6-(4-(((2-fluorophenyl)amino)methyl)-2-(6-methylpyridin-2-yl)-1H-imidazol-1-yl)imidazo[1,2-a]Pyridine-3-carbonitrile